1-chloro-4-isocyanatobutane ClCCCCN=C=O